C(C)OC(CCC1CCC(CC1)OC1=CC(=C(C=C1)Br)C)=O.C(C)OC1=CC=C(C=C1)OCCOCCOCCOC 4-ethoxy-1-(1,4,7,10-tetraoxaundecyl)benzene ethyl-3-((1r,4r)-4-(4-bromo-3-methylphenoxy)cyclohexyl)propanoate